7-((3,6-Dimethyl-5-(trifluoromethyl)pyridin-2-yl)oxy)-2-azaspiro[3.5]nonan CC=1C(=NC(=C(C1)C(F)(F)F)C)OC1CCC2(CNC2)CC1